1,1-bis(4-hydroxy-3,5-dimethylphenyl)cyclooctane OC1=C(C=C(C=C1C)C1(CCCCCCC1)C1=CC(=C(C(=C1)C)O)C)C